FC(CN1N=CC=2C1=NC(=CN2)N2CC1CCC(C2)C12CN(C(C2)=O)C2=NC=C(N=C2)C(F)(F)F)F 3-(1-(2,2-difluoroethyl)-1H-pyrazolo[3,4-b]pyrazin-6-yl)-1'-(5-(trifluoromethyl)pyrazin-2-yl)-3-azaspiro[bicyclo[3.2.1]octane-8,3'-pyrrolidin]-5'-one